Cl.N1(N=NN=C1)C1=CC=C(OC=2C(=NSN2)C=2CCNCC2)C=C1 4-(4-(4-(1H-tetrazol-1-yl)phenoxy)-1,2,5-thiadiazol-3-yl)-1,2,3,6-tetrahydropyridine hydrochloride